CC1=CCC(C=C1)(C(C)C)C(C)C 2-methyl-5,5-di-iso-propyl-1,3-cyclohexadiene